C1(CC1)C(=C)C1=C(N)C(=CC=C1)C(C)C 2-(1-Cyclopropylvinyl)-6-isopropylaniline